CNC(=O)C=1C(=C2C(=NC1)NC=C2)N[C@H]2CN(CCC2)C(=O)OC(C)(C)C tert-Butyl (R)-3-((5-(methylcarbamoyl)-1H-pyrrolo[2,3-b]pyridin-4-yl)amino)piperidine-1-carboxylate